O=S1(CC(CC1)C=1C(=NC(=NC1)N1C=NC=C1)C(=O)N)=O (1,1-Dioxidotetrahydrothiophen-3-yl)-2-(1H-imidazol-1-yl)pyrimidine-4-carboxamide